lithium 2,2'-methylene-bis(4,6-di-tert-butylphenol) phosphate P(=O)([O-])([O-])OC1=C(C=C(C=C1C(C)(C)C)C(C)(C)C)CC1=C(C(=CC(=C1)C(C)(C)C)C(C)(C)C)O.[Li+].[Li+]